C1CC(=O)N(C1=O)I The molecule is a five-membered cyclic dicarboximide compound having an iodo substituent on the nitrogen atom. It is a dicarboximide and a pyrrolidinone. It derives from a succinimide.